2-[4-(methylamino)phenyl]acetic acid CNC1=CC=C(C=C1)CC(=O)O